BrC=1C(=NC(=CN1)C1=C(C(=CC=C1)Cl)Cl)C=O 3-bromo-6-(2,3-dichlorophenyl)pyrazine-2-carbaldehyde